8,22-DIOXA-1,14-DIAZAPENTACYCLO[16.7.2.17,11.03,6.021,26]OCTACOSA-18,20,26-TRIENE N12CC3CCC3C3OCCC(CCNCCCC4=CC=C(OCCC1)C2=C4)C3